4-(1-(4-methoxyphenyl)-2-methyl-1H-imidazo[4,5-c]quinolin-8-yl)-N-methylbenzamide COC1=CC=C(C=C1)N1C(=NC=2C=NC=3C=CC(=CC3C21)C2=CC=C(C(=O)NC)C=C2)C